(R)-4-(4-(6-(1,2-Dihydroxyethyl)pyridin-2-yl)phenoxy)-3-(trifluoromethyl)benzonitril O[C@@H](CO)C1=CC=CC(=N1)C1=CC=C(OC2=C(C=C(C#N)C=C2)C(F)(F)F)C=C1